5-cyclopropyl-1-(tetrahydro-2H-pyran-2-yl)-3-(4,4,5,5-tetramethyl-1,3,2-dioxaborolan-2-yl)-1H-pyrazole C1(CC1)C1=CC(=NN1C1OCCCC1)B1OC(C(O1)(C)C)(C)C